ethyl 5-(N-(2-(4-(4-bromothiophene-2-carbonyl) piperazin-1-yl) phenyl)-N-phenethylsulfamoyl)-benzofuran-2-carboxylate BrC=1C=C(SC1)C(=O)N1CCN(CC1)C1=C(C=CC=C1)N(S(=O)(=O)C=1C=CC2=C(C=C(O2)C(=O)OCC)C1)CCC1=CC=CC=C1